5-hexyl-1-(4-vinylbenzyl)-1H-tetrazole C(CCCCC)C1=NN=NN1CC1=CC=C(C=C1)C=C